5-(4-(7-chloro-4-(morpholin-4-carbonyl)quinolin-2-yl)phenyl)pyrrolidin-2-one tert-butyl-2-[(1-benzyl-3,6-dihydro-2H-pyridin-4-yl)oxy]-7-azaspiro[3.5]nonane-7-carboxylate C(C)(C)(C)OC(=O)N1CCC2(CC(C2)OC=2CCN(CC2)CC2=CC=CC=C2)CC1.ClC1=CC=C2C(=CC(=NC2=C1)C1=CC=C(C=C1)C1CCC(N1)=O)C(=O)N1CCOCC1